NCCCCCCCNC(=O)C=1OC(=CC1)C=1C=NC(=CC1)C#CCN N-(7-aminoheptyl)-5-(6-(3-aminoprop-1-yn-1-yl)pyridin-3-yl)furan-2-carboxamide